(4-((tert-Butoxycarbonylamino)methyl)-2-fluoro-6-(trifluoromethyl)phenyl)-3-iodo-1H-pyrazolo[3,4-c]pyridine-1-carboxylic acid tert-butyl ester C(C)(C)(C)OC(=O)N1N=C(C=2C1=CN=CC2C2=C(C=C(C=C2C(F)(F)F)CNC(=O)OC(C)(C)C)F)I